O[C@@]1(CC[C@@]2([C@H]3CC[C@@]4([C@H](CC[C@H]4[C@@H]3CC[C@H]2C1)C(CN1N=CC(=C1)C#N)=O)C)C)C 1-[2-[(3R,5S,8R,9S,10S,13S,14S,17S)-3-hydroxy-3,10,13-trimethyl-1,2,4,5,6,7,8,9,11,12,14,15,16,17-tetradecahydrocyclopenta[a]phenanthren-17-yl]-2-oxoethyl]pyrazole-4-carbonitrile